CIs-2,2,3,5,5,6-hexafluoro-1,4-dioxane FC1(O[C@@H](C(O[C@@H]1F)(F)F)F)F